The molecule is a 1,2-diacyl-sn-glycerol 3-phosphate in which the acyl substituents at positions 1 and 2 are specified as linolenoyl and oleoyl respectively. It derives from an oleic acid and an alpha-linolenic acid. It is a conjugate acid of a 1-linolenoyl-2-oleoyl-sn-glycero-3-phosphate(2-). CCCCCCCC/C=C\\CCCCCCCC(=O)O[C@H](COC(=O)CCCCCCC/C=C\\C/C=C\\C/C=C\\CC)COP(=O)(O)O